[4-(4-Amino-3-iodo-pyrazolo[3,4-d]pyrimidin-1-yl)cyclohexyl]4-methylbenzoate NC1=C2C(=NC=N1)N(N=C2I)C2CCC(CC2)OC(C2=CC=C(C=C2)C)=O